5-(pentafluoro-λ6-sulfanyl)-N-(piperidin-4-yl)pyridin-2-amine hydrochloride Cl.FS(C=1C=CC(=NC1)NC1CCNCC1)(F)(F)(F)F